5-{4-bromo-7-[1-(cyclopropanesulfonyl)-2,5-dihydro-1H-pyrrol-3-yl]-1-fluoro-3-hydroxynaphthalen-2-yl}-1λ6,2,5-thiadiazolidine-1,1,3-trione BrC1=C(C(=C(C2=CC(=CC=C12)C=1CN(CC1)S(=O)(=O)C1CC1)F)N1CC(NS1(=O)=O)=O)O